C(N)(=O)N[C@@H](CS)C(=O)O carbamoyl-L-cysteine